C1(CC1)C=1C=NN(C1C1=NC=C2C(=N1)N(N=C2)CC2=CC=C(C=C2)N2N=C(C=C2C)C(F)(F)F)C(C)C 6-(4-cyclopropyl-1-isopropyl-1H-pyrazol-5-yl)-1-(4-(5-methyl-3-(trifluoromethyl)-1H-pyrazol-1-yl)benzyl)-1H-pyrazolo[3,4-d]pyrimidine